CN1C2=C(OC[C@@H](C1=O)NC(C1=CC=CC=C1)(C1=CC=CC=C1)C1=CC=CC=C1)C=CC(=C2)C#N (S)-5-Methyl-4-oxo-3-(tritylamino)-2,3,4,5-tetrahydrobenzo[b][1,4]oxazepine-7-carbonitrile